NC1=NNC2=CC=C(C=C12)C1NC=2C=CC3=C(C2C2C1CCN2C(=O)OC(C)(C)C)C=NN3 tert-Butyl 4-(3-amino-1H-indazol-5-yl)-3,3a,4,5,8,10c-hexahydropyrazolo[4,3-f]pyrrolo[3,2-c]quinoline-1(2H)-carboxylate